d-sorbitol OC[C@H](O)[C@@H](O)[C@H](O)[C@H](O)CO